C(C)(C)C1=CC=C(C=C1)C12CN(CC2C1)C(=O)C1CC2(C1)NC(CC2)=O (rac)-(2r,4s)-2-(1-(4-Isopropylphenyl)-3-azabicyclo[3.1.0]hexan-3-carbonyl)-5-azaspiro[3.4]octan-6-on